4-amino-N-(3-aminophenyl)benzamide C1=CC(=CC(=C1)NC(=O)C2=CC=C(C=C2)N)N